(S)-4-((3,3-difluoropropyl)(4-(5,6,7,8-tetrahydro-1,8-naphthyridin-2-yl)butyl)amino)-2-((5-phenylpyrimidin-4-yl)amino)butanoic acid FC(CCN(CC[C@@H](C(=O)O)NC1=NC=NC=C1C1=CC=CC=C1)CCCCC1=NC=2NCCCC2C=C1)F